5-(1-(5-chloro-6-(pyridin-4-yl)imidazo[2,1-b][1,3,4]thiadiazol-2-yl)piperidin-4-yl)-3-isopropyl-1,2,4-oxadiazol ClC1=C(N=C2SC(=NN21)N2CCC(CC2)C2=NC(=NO2)C(C)C)C2=CC=NC=C2